(S)-6-(1-amino-1,3-dihydrospiro[indene-2,4'-piperidine]-1'-yl)-3-(1-(2-hydroxy-5-methoxyphenyl)vinyl)-1,5-dihydro-4H-pyrazole N[C@@H]1C2=CC=CC=C2CC12CCN(CC2)C2=C(C=CC(=C2C(=C)C2=NNCC2)O)OC